O1C2=C(OCC1)C=C(C=C2)C2=NC(=NO2)C2=CC=C(C1=CC=CC=C21)CN2CC(C2)C(=O)O 1-((4-(5-(2,3-dihydrobenzo[B][1,4]dioxin-6-yl)-1,2,4-oxadiazol-3-yl)naphthalen-1-yl)methyl)azetidine-3-carboxylic acid